N-(1-methyl-vinyl)-2-propylamine CC(=C)NC(C)C